C(C(=O)O)(=O)O.C1OCC12CCNCC2.C2OCC21CCNCC1 2-Oxa-7-azaspiro[3.5]nonane hemioxalate